acrylic acid 2-isocyanatoethyl-acrylate carbamodithioate C(N)(=S)S.N(=C=O)CCOC(C=C)=O.C(C=C)(=O)O